FC1=CC=CC=2NC(=NC21)CNC=2C=1N(N=C(C2)N2CCOCC2)C(=CN1)C1=CSC(=C1)C N-((4-fluoro-1H-benzo[d]imidazol-2-yl)methyl)-3-(5-methylthiophen-3-yl)-6-morpholinoimidazo[1,2-b]pyridazin-8-amine